BrCC(OC(C)(C)C)C1=CC=C(C=C1)OC 1-(2-bromo-1-(tert-butoxy)ethyl)-4-methoxybenzene